ClCC1=NC2=C(C(=CC=C2C(N1)=O)F)F (chloromethyl)-7,8-difluoroquinazolin-4(3H)-one